The molecule is a sesquiterpene that is trideca 1,3,7,11-tetraene bearing three methyl substituents at poitions 4, 8 and 12 (the 3E,7E-geoisomer). It has a role as a metabolite. CC(=CCC/C(=C/CC/C(=C/C=C)/C)/C)C